FC1=C2CCNC2=CC=C1C1CCN(CC1)C(=O)OC(C)(C)C tert-butyl 4-(4-fluoroindolin-5-yl)-piperidine-1-carboxylate